5,5-dimethyl-1,3-dioxane-2-carbonitrile CC1(COC(OC1)C#N)C